3-(3-bromophenyl)-3-(3-(1-ethyl-4-hydroxy-5-methyl-2-oxo-1,2-dihydropyridin-3-yl)ureido)propanoic acid ethyl ester C(C)OC(CC(NC(=O)NC=1C(N(C=C(C1O)C)CC)=O)C1=CC(=CC=C1)Br)=O